6-Bromo-5-chloro-3-((1-((4-(fluoromethylidene)piperidin-1-yl)methyl)cyclopropyl)methoxy)-7,9-dihydrofuro[3,4-f]quinazoline BrC=1C2=C(C=3C=NC(=NC3C1Cl)OCC1(CC1)CN1CCC(CC1)=CF)COC2